The molecule is an indolylmethylglucosinolate that is the conjugate base of neoglucobrassicin, obtained by deprotonation of the sulfo group. It is a conjugate base of a neoglucobrassicin. CON1C=C(C2=CC=CC=C21)C/C(=N/OS(=O)(=O)[O-])/S[C@H]3[C@@H]([C@H]([C@@H]([C@H](O3)CO)O)O)O